F[C@@H]1CN(CC[C@@H]1C=1N(C=2C=CC=C(C2C1)N)CC(F)(F)F)C ((3S,4R)-3-fluoro-1-methylpiperidin-4-yl)-1-(2,2,2-trifluoroethyl)-1H-indol-4-amine